ClC1=C2C=CNC2=CC(=C1)NC(C)=O N-(4-chloro-1H-indol-6-yl)acetamide